C1(CC1)C(CC(CC(=O)O)C1=C(C=CC=C1)OC(F)(F)F)CCCC 5-cyclopropyl-3-[2-(trifluoromethoxy)phenyl]nonanoic acid